CN1CCC(CC1)(C)C1=NC2=CC=C(C=C2C(N1)=O)C=1C=CC=2N(C1)C=C(N2)C 2-(1,4-dimethylpiperidin-4-yl)-6-(2-methylimidazo[1,2-a]pyridin-6-yl)quinazolin-4(3H)-one